2-(7-fluoro-2-iodobenzofuran-4-yl)acetonitrile FC1=CC=C(C=2C=C(OC21)I)CC#N